7-methoxy-1H-indol COC=1C=CC=C2C=CNC12